O1C(CCCC1)N1N=C(C2=CC=CC=C12)NC1=CC(=CC=C1)N N1-(1-(tetrahydro-2H-pyran-2-yl)-1H-indazol-3-yl)benzene-1,3-diamine